N-((S)-1-(((S)-1,1-bis(4-chlorophenyl)-1-hydroxypropan-2-yl)amino)-1-oxopropan-2-yl)-3-hydroxy-4-methoxypicolinamide ClC1=CC=C(C=C1)C([C@H](C)NC([C@H](C)NC(C1=NC=CC(=C1O)OC)=O)=O)(O)C1=CC=C(C=C1)Cl